1,4-bis(phenylethynyl)benzene C1(=CC=CC=C1)C#CC1=CC=C(C=C1)C#CC1=CC=CC=C1